Cl.FC=1C2=C(C=NC1CN)CCN2 (7-Fluoro-2,3-dihydro-1H-pyrrolo[3,2-c]pyridin-6-yl)methylamine hydrochloride